2-methyl-9,10-bis(n-pentyloxycarbonyloxy)anthracene CC1=CC2=C(C3=CC=CC=C3C(=C2C=C1)OC(=O)OCCCCC)OC(=O)OCCCCC